[N+](=O)([O-])C1=CC=C(C=C1)C1=CC(=NN1)C(=O)N 5-(4-nitrophenyl)-1H-pyrazole-3-carboxamide